ONC(CC)CC(C)NO 3,5-dihydroxyaminohexane